4-(oxetan-3-yloxy)-N-[(1R,3S)-3-[(7S)-7-(3-pyridyl)-5,6,7,8-tetrahydro-[1,2,4]triazolo[4,3-a]pyridin-3-yl]cyclohexyl]-5-(trifluoromethyl)pyrimidin-2-amine O1CC(C1)OC1=NC(=NC=C1C(F)(F)F)N[C@H]1C[C@H](CCC1)C1=NN=C2N1CC[C@@H](C2)C=2C=NC=CC2